C(/C1=CC=CC=C1)=C\1/C2C(N3N1C(CC3(C)C)=O)C=3C(=CC=CC3C2)Cl (E)-10-Benzylidene-5-chloro-3,3-dimethyl-2,3,4a,9,9a,10-hexahydro-1H-indeno[1,2-c]pyrazolo[1,2-a]pyrazol-1-one